8-bromo-9,9'-spirobi[fluorene] BrC=1C=CC=C2C=3C=CC=CC3C3(C12)C1=CC=CC=C1C=1C=CC=CC13